S1C(=NC2=C1C=CC=C2)NC(=O)C2=CC(=CC=1NC(=NC12)COC)NC(=O)C1=C(C=CC=C1)C(F)(F)F N-(1,3-benzothiazol-2-yl)-2-(methoxymethyl)-6-({[2-(trifluoromethyl)phenyl]carbonyl}amino)-1H-benzoimidazole-4-carboxamide